(2-(Cyclopropylmethoxy)-4,6-dihydroxyphenyl)(4-((tetrahydrofuran-3-yl)amino)isoindolin-2-yl)methanone C1(CC1)COC1=C(C(=CC(=C1)O)O)C(=O)N1CC2=CC=CC(=C2C1)NC1COCC1